4-(3-carbamoyl-4-chlorophenyl)piperazine-1-carboxylic acid C(N)(=O)C=1C=C(C=CC1Cl)N1CCN(CC1)C(=O)O